5-fluoro-2-(piperidin-4-yl)-1,2,3,4-tetrahydroisoquinoline FC1=C2CCN(CC2=CC=C1)C1CCNCC1